NC=1C=C(C=C2C=C(N=CC12)NC(=O)[C@H]1[C@@H](C1)F)C=1C(N(C=CC1C)C)=O |r| (±)-trans-N-[8-amino-6-(1,4-dimethyl-2-oxo-3-pyridyl)-3-isoquinolinyl]-2-fluoro-cyclopropanecarboxamide